NC1=CC(=C(C=C1)C=1C(=C(NC1CC)C(=O)N)C1=CC(=C(C=C1)C(NCC(C)C)=O)OC)C 4-(4-amino-2-methyl-phenyl)-5-ethyl-3-(4-(isobutylcarbamoyl)-3-methoxy-phenyl)-1H-pyrrole-2-carboxamide